5-methyl-1,5-decadiene CC(CCC=C)=CCCCC